CN(C(OC1=C(C2=C(CN(C(O2)=O)CC2=C(C(=CC=C2)NS(NC)(=O)=O)F)C=C1F)F)=O)C 6,8-difluoro-3-(2-fluoro-3-((N-methylsulfamoyl)amino)benzyl)-2-oxo-3,4-dihydro-2H-benzo[e][1,3]oxazin-7-yl dimethylcarbamate